CCCCCCCCCC/C=C\CCCCCCCCCC(=O)OC[C@H](COP(=O)([O-])OCC[N+](C)(C)C)OC(=O)CCCCCCC/C=C\CCCCCCCC 1-(11Z-docosenoyl)-2-(9Z-octadecenoyl)-glycero-3-phosphocholine